C(CCCCCCCCC)S=P(OOC(C=C)=O)([O-])[O-] acryloyloxy decylthiophosphate